N-(1H-pyrrolo[2,3-c]pyridin-5-yl)acetamide N1C=CC=2C1=CN=C(C2)NC(C)=O